(R)-4-(4-((5-(2,4-dioxotetrahydropyrimidin-1(2H)-yl)pyridin-2-yl)methyl)piperazin-1-yl)-N-(5-(2-methoxy-2-phenylacetyl)-1,4,5,6-tetrahydropyrrolo[3,4-c]pyrazol-3-yl)benzamide O=C1N(CCC(N1)=O)C=1C=CC(=NC1)CN1CCN(CC1)C1=CC=C(C(=O)NC=2C3=C(NN2)CN(C3)C([C@@H](C3=CC=CC=C3)OC)=O)C=C1